(3S,4R,5R,6S)-1-{5-fluoro-6-[(4-propylbenzyl)oxy]hexyl}-3,4,5,6-azepanetetrol FC(CCCCN1C[C@@H]([C@H]([C@@H]([C@H](C1)O)O)O)O)COCC1=CC=C(C=C1)CCC